N-(4-amino-5-(1,1-difluoropropyl)pyridin-2-yl)cyclopropanecarboxamide NC1=CC(=NC=C1C(CC)(F)F)NC(=O)C1CC1